C(C)C1=CC=C(C=C)C=C1 4-ethylstyrene